C(C1=CC=CC=C1)N1N=CC(=C1C)C(CN1C(C=CC(=C1)\C=C/CN(C)C)=O)=O (Z)-1-(2-(1-benzyl-5-methyl-1H-pyrazol-4-yl)-2-oxoethyl)-5-(3-(dimethylamino)prop-1-en-1-yl)pyridin-2(1H)-one